C(CCCCCCCCCCCCC)C(C(=O)NC(C)S(=O)(=O)[O-])=C.[Na+] sodium 2-tetradecylacrylamidoethanesulfonate